C1(CC1)C1=NN(C=N1)C1CC2(CN(C2)C=O)C1 (6-(3-cyclopropyl-1H-1,2,4-triazol-1-yl)-2-azaspiro[3.3]heptan-2-yl)methanone